2-bromo-1-fluoro-4-(2-fluoroprop-2-yl)benzene Antimony manganese-lead [Pb].[Mn].[Sb].BrC1=C(C=CC(=C1)C(C)(C)F)F